(2S,4R)-4-((4-bromo-2-((2R,6S)-2,6-dimethylmorpholine-4-carbonyl)-6-nitrophenyl)amino)-1-(5-(Methylamino)nicotinoyl)-N-(6-(trifluoromethyl)pyrimidin-4-yl)pyrrolidine-2-carboxamide BrC1=CC(=C(C(=C1)[N+](=O)[O-])N[C@@H]1C[C@H](N(C1)C(C1=CN=CC(=C1)NC)=O)C(=O)NC1=NC=NC(=C1)C(F)(F)F)C(=O)N1C[C@H](O[C@H](C1)C)C